2-(5-phenyl-1,4-diazepan-1-yl)-N-(4-(pyridin-4-yl)phenyl)pyrimidin-4-amine C1(=CC=CC=C1)C1NCCN(CC1)C1=NC=CC(=N1)NC1=CC=C(C=C1)C1=CC=NC=C1